SC(CS)O mercapto-2-mercaptoethanol